FC=1C(=NC=CC1)C1=NN=C(O1)C(=O)N1[C@H](C2=C(CC1)NC=N2)C2=NN1C(C=CC=C1C)=C2 (R)-(5-(3-fluoropyridin-2-yl)-1,3,4-oxadiazol-2-yl)(4-(7-methylpyrazolo[1,5-a]pyridin-2-yl)-6,7-dihydro-1H-imidazo[4,5-c]pyridin-5(4H)-yl)methanone